6-(4-((3R)-1'-(4-chloro-3-fluorophenyl)-3-methoxy-1',2'-dihydrospiro[cyclopentane-1,3'-pyrrolo[3,2-b]pyridine]-5'-carbonyl)-3,3-dimethylpiperazin-1-yl)-2,4-dimethylnicotinic acid ClC1=C(C=C(C=C1)N1CC2(C3=NC(=CC=C31)C(=O)N3C(CN(CC3)C3=NC(=C(C(=O)O)C(=C3)C)C)(C)C)C[C@@H](CC2)OC)F